(trans)-Methyl 4-(2-chloro-3,4-difluorophenyl)-6-(4-((2-hydroxyethyl)(2,2,2-trifluoroethyl)amino)cyclohexyl)-2-(thiazol-2-yl)-1,4-dihydropyrimidine-5-carboxylate ClC1=C(C=CC(=C1F)F)C1N=C(NC(=C1C(=O)OC)[C@@H]1CC[C@H](CC1)N(CC(F)(F)F)CCO)C=1SC=CN1